(1S,3aR,4R,7S,7aS)-N-((S)-1-cyano-2-((S)-2-oxopyrrolidin-3-yl)ethyl)-2-((S)-3,3-dimethyl-2-(2,2,2-trifluoroacetamido)butanoyl)octahydro-1H-4,7-methanoisoindole-1-carboxamide C(#N)[C@H](C[C@H]1C(NCC1)=O)NC(=O)[C@H]1N(C[C@@H]2[C@@H]3CC[C@H]([C@H]12)C3)C([C@H](C(C)(C)C)NC(C(F)(F)F)=O)=O